[Cl-].C(C=1C(O)=CC=CC1)=NCCN=CC=1C(O)=CC=CC1 N,N'-bis(salicylidene)ethylenediamine chloride